CC(C(=O)OC=1COC(C1[Se]C1=CC=CC=C1)C1=CC=C(C=C1)Cl)CC (5-p-chlorophenyl-4-(phenylseleno)-2,5-dihydrofuran-3-yl) methylbutyrate